(3,5-di-tert-butyl-4-hydroxybenzyl)tricyclohexylphosphine bromide [Br-].C(C)(C)(C)C=1C=C(CC2(CCCCC2)P(C2CCCCC2)C2CCCCC2)C=C(C1O)C(C)(C)C